1-(5-hydroxy-3-methyl-pent-3-enyl)-2,5,5,8a-tetramethyl-decalin-2-ol OCC=C(CCC1C(CCC2C(CCCC12C)(C)C)(O)C)C